C(C=C)C1=NC(=CC=C1N1CN(C2=CC=C(C=C2C1=O)C(F)(F)F)C1=C(C=C(C=C1)F)CCCC=C)OC 3-(2-Allyl-6-methoxypyridin-3-yl)-1-(4-fluoro-2-(pent-4-en-1-yl)phenyl)-6-(trifluoromethyl)-2,3-dihydroquinazolin-4(1H)-one